N1C=CC2=CC(=CC=C12)NC(=O)C=1SC=CC1 N-(1H-indol-5-yl)thiophene-2-carboxamide